C1(=CC=C(C=C1)[C@]([C@](C(=O)O)(O)C1=CC=C(C=C1)C)(O)C(=O)O)C (-)-di-p-tolyl-L-tartaric acid